COC(C1=C(C=CC=C1)[C@H]1NCCC(C1)C=1C=NSC1)=O ((2S)-4-(isothiazol-4-yl)piperidin-2-yl)benzoic acid methyl ester